(3S,4S)-4-(3,4-dihydroisoquinolin-2(1H)-yl)piperidin-3-ol C1N(CCC2=CC=CC=C12)[C@@H]1[C@H](CNCC1)O